C=CCC Alpha-butene